dinitrogen sebacate C(CCCCCCCCC(=O)[O-])(=O)[O-].[N+3].[N+3].C(CCCCCCCCC(=O)[O-])(=O)[O-].C(CCCCCCCCC(=O)[O-])(=O)[O-]